2-(7-((2s,5r)-2,5-dimethyl-4-(1-(2-methylquinoxalin-6-yl)ethyl)piperazin-1-yl)-4-methyl-5-oxo-4,5-dihydro-2H-pyrazolo[4,3-b]pyridin-2-yl)acetonitrile C[C@@H]1N(C[C@H](N(C1)C(C)C=1C=C2N=CC(=NC2=CC1)C)C)C=1C=2C(N(C(C1)=O)C)=CN(N2)CC#N